N-[(2,3-difluorophenyl)methyl]-1-ethyl-5-oxopyrrolidine-3-carboxamide FC1=C(C=CC=C1F)CNC(=O)C1CN(C(C1)=O)CC